COC(=O)N1C=CC=C2C=3C(=CC=C12)N=CN3 6H-imidazo[4,5-f]quinoline-6-carboxylic acid methyl ester